dipotassium L-ascorbic acid O=C1C(O)=C(O)[C@H](O1)[C@@H](O)CO.[K].[K]